NC1=NC=CC=C1C1=CC=C(C=C1)OC1=CC=CC=C1 2-amino-3-(4-phenoxyphenyl)pyridin